(2R,5S,7R,8E)-7-fluoro-2-methyl-4-oxo-3,13,19-triazatetracyclo[11.5.2.05,7.016,20]Eicosa-1(19),8,14,16(20),17-pentaene-14-carbaldehyde F[C@@]1\2C[C@H]1C(N[C@@H](C=1C=CC=3C=C(N(CCC/C=C2)C3N1)C=O)C)=O